(3R,3aS,6aR)-hexahydrofuro[2,3-b]furan-3-yl (2-((3-(2-cyclopropoxypyridin-3-yl)pyrazolo[1,5-a]pyrimidin-5-yl)amino)ethyl)(methyl)carbamate C1(CC1)OC1=NC=CC=C1C=1C=NN2C1N=C(C=C2)NCCN(C(O[C@H]2CO[C@H]1OCC[C@H]12)=O)C